(R)-3-(9-((4-(aminomethyl)-2,6-dimethylphenyl)carbamoyl)-4,5-dihydrobenzo[b]thieno[2,3-d]oxepin-8-yl)-6-(2-phenylpyrrolidine-1-carbonyl)picolinic acid NCC1=CC(=C(C(=C1)C)NC(=O)C1=CC2=C(OCCC3=C2SC=C3)C=C1C=1C(=NC(=CC1)C(=O)N1[C@H](CCC1)C1=CC=CC=C1)C(=O)O)C